ClC1=CC=C(C=C1)C=1C(=C(C(N(N1)C=1C=NC=CC1)=O)C(=O)N)C1C(CC1)O 6-(4-Chlorophenyl)-N-cis-2-hydroxycyclobutyl-3-oxo-2-(pyridin-3-yl)-2,3-dihydropyridazine-4-carboxamide